COC(=O)C=1C=NC(=CC1)C1=CC=C(C=C1)N 6-(4-aminophenyl)pyridine-3-carboxylic acid methyl ester